C1(CC1)C1=C(C=NC2=CC=CN=C12)NC1=CC=C(C=C1)[C@H](C(F)(F)F)N(C(=O)C1CCC(CC1)OC)C (1r,4S)-N-((S)-1-(4-((4-cyclopropyl-1,5-naphthyridin-3-yl)amino)phenyl)-2,2,2-trifluoroethyl)-4-methoxy-N-methylcyclohexane-1-carboxamide